N1C=CC2=CC(=CC=C12)C#N 1H-indole-5-carbonitrile